(S)-3-amino-3-(5-phenylthiophen-2-yl)propionic acid ethyl ester C(C)OC(C[C@@H](C=1SC(=CC1)C1=CC=CC=C1)N)=O